(S)-N-[(1S)-1-(5-chloropyrazin-2-yl)ethyl]-2-methylpropane-2-sulfinamide ClC=1N=CC(=NC1)[C@H](C)N[S@@](=O)C(C)(C)C